methyl 2-((1-(4,7-dimethyl-5-oxo-4,5-dihydro-3H-pyrazolo[3,4-c]isoquinolin-9-yl)ethyl)amino)benzoate CN1C(C=2C=C(C=C(C2C2=C1NN=C2)C(C)NC2=C(C(=O)OC)C=CC=C2)C)=O